C(CCC)OC1=CC=C(C=C1)N=NC1=CC=C(OCCP(OCC)(OCC)=O)C=C1 diethyl (2-(4-((4-butoxyphenyl)diazenyl)phenoxy)ethyl)phosphonate